4-([1,1'-biphenyl]-2-yl)-6-chloro-2-phenylpyrimidine C1(=C(C=CC=C1)C1=NC(=NC(=C1)Cl)C1=CC=CC=C1)C1=CC=CC=C1